zinc cadmium zinc telluride [Te-2].[Zn+2].[Cd+2].[Zn+2].[Te-2].[Te-2]